CN1C(=C(C=C1C)C1=CC=CC=C1)C(C(=O)NC=1C=C(C2=C(OC[C@@H]3N2CCN(C3)C3=NC=C(C=N3)F)C1)F)=O (R)-2-(1,5-dimethyl-3-phenyl-1H-pyrrol-2-yl)-N-(10-fluoro-3-(5-fluoropyrimidin-2-yl)-1,2,3,4,4a,5-hexahydrobenzo[b]pyrazino[1,2-d][1,4]oxazin-8-yl)-2-oxoacetamide